CC=1C=C(C=CC1C)N1N=CC(=C1)C(=O)O 1-(3,4-dimethylphenyl)pyrazole-4-carboxylic acid